tert-butyl (2R,4R)-4-((7-chloro-8-fluoro-2-(((2R,7aS)-2-fluorotetrahydro-1H-pyrrolizin-7a(5H)-yl)methoxy)pyrido[4,3-d]pyrimidin-4-yl)(methyl)amino)-2-methylpyrrolidine-1-carboxylate ClC1=C(C=2N=C(N=C(C2C=N1)N([C@@H]1C[C@H](N(C1)C(=O)OC(C)(C)C)C)C)OC[C@]12CCCN2C[C@@H](C1)F)F